(4R,7S)- or (4S,7R)-N-(Benzo[d][1,3]dioxol-5-yl)-N-methyl-3-(3-(trifluoromethyl)-5,6,7,8-tetrahydro-4,7-epiminocyclohepta[c]pyrazol-1(4H)-yl)benzamide O1COC2=C1C=CC(=C2)N(C(C2=CC(=CC=C2)N2N=C(C1=C2C[C@@H]2CC[C@H]1N2)C(F)(F)F)=O)C |o1:23,26|